5'-chloro-2'-(5-methyl-1H-1,3-benzodiazol-2-yl)-4-{[(1R)-1-phenylbutyl]carbamoyl}-[1,1'-biphenyl]-2-carboxylic acid ClC=1C=CC(=C(C1)C=1C(=CC(=CC1)C(N[C@H](CCC)C1=CC=CC=C1)=O)C(=O)O)C1=NC2=C(N1)C=CC(=C2)C